FC1=C(C=CC=C1F)C1=CC=C(N=N1)NC1C2CN(CC12)CC1CCOCC1 trans-N-[6-(2,3-difluorophenyl)pyridazin-3-yl]-3-(tetrahydropyran-4-ylmethyl)-3-azabicyclo[3.1.0]hexane-6-amine